FC(OC=1C=C(C=CC1)CC(=O)O)(F)F 2-(3-(trifluoromethoxy)phenyl)acetic acid